(R)-1-(4-(2,6-bis(benzyloxy)pyridin-3-yl)-3,5-difluorophenyl)pyrrolidin-3-yl methanesulfonate CS(=O)(=O)O[C@H]1CN(CC1)C1=CC(=C(C(=C1)F)C=1C(=NC(=CC1)OCC1=CC=CC=C1)OCC1=CC=CC=C1)F